C(C1=CC=CC=C1)[C@](CC(C)(F)F)(C)NC(=O)C=1C=NC2=C(C=CC=C2C1)F N-[(1S)-1-benzyl-3,3-difluoro-1-methyl-butyl]-8-fluoro-quinoline-3-carboxamide